C(C)(C)(CC)OCCCNCCCN1CCCC1 N-(3-(tert-pentoxy)propyl)-3-(pyrrolidinyl)propan-1-amine